CN(C1=CC=C(\C=C/2\C(NC(C2)=O)=O)C=C1)C (E)-3-(4-dimethylaminobenzylidene)pyrrolidine-2,5-dione